NCC(C(OCCOCCOCCNC([O-])=O)(C)C)F [2-[2-[2-(3-amino-2-fluoro-1,1-dimethyl-propoxy)ethoxy]ethoxy]ethyl]carbamate